1,4-bis(6-chloroquinoxalin-2-yl)benzene ClC=1C=C2N=CC(=NC2=CC1)C1=CC=C(C=C1)C1=NC2=CC=C(C=C2N=C1)Cl